BrCC(C(CCCCCC#N)C1=C(C(=CC=C1)Br)F)=O 9-bromo-7-(3-bromo-2-fluorophenyl)-8-oxononanenitrile